5-Methoxyl-(2-Methylbutyryloxy)-1-propenylbenzene O(C)C=1C=CC(=C(C1)C=CC)OC(C(CC)C)=O